3-(((2-chloro-6-nitrophenyl)amino)methyl)-1-(6-methyl-4-(trifluoromethyl)pyridin-2-yl)-5-oxopyrrolidine-2-carboxylate ClC1=C(C(=CC=C1)[N+](=O)[O-])NCC1C(N(C(C1)=O)C1=NC(=CC(=C1)C(F)(F)F)C)C(=O)[O-]